FC1=CC=C(C=C1)C1=C(C=2N(C(=N1)N)N=C(N2)CC2=NC=CC=C2F)C2=CC(=NC=C2)C 7-(4-fluorophenyl)-2-((3-fluoropyridin-2-yl)methyl)-8-(2-methylpyridin-4-yl)-[1,2,4]triazolo[1,5-c]pyrimidin-5-amine